N1C(=CC2=CC=CC=C12)CN1CCN(CC1)C(=O)C=1C=NC=CC1 [4-(1H-indol-2-ylmethyl)piperazin-1-yl]-(3-pyridinyl)methanone